C(C1=CC=CC=C1)N1C(CC(CC1)=O)C(=O)OC methyl 1-benzyl-4-oxopiperidine-2-carboxylate